4-(1-(2-fluorophenyl)-1H-pyrazol-4-yl)-2-(methylthio)-5-(trifluoromethyl)-pyrimidine FC1=C(C=CC=C1)N1N=CC(=C1)C1=NC(=NC=C1C(F)(F)F)SC